1-(2-fluoro-4-nitrophenyl)piperazine HCl salt Cl.FC1=C(C=CC(=C1)[N+](=O)[O-])N1CCNCC1